(S)-((((9H-fluorene-9-yl)-methoxy)carbonyl)amino)-3-(1-(tert-butoxycarbonyl)-4-fluoro-1H-indol-3-yl)propanoic acid C1=CC=CC=2C3=CC=CC=C3C(C12)COC(=O)N[C@H](C(=O)O)CC1=CN(C2=CC=CC(=C12)F)C(=O)OC(C)(C)C